ClC1=C(C=C2C=C(N=CC2=C1)NC(=O)[C@H]1[C@@H]([C@@H]1C1=NC=CC=C1)CC)N1CCN(CC1)[C@@]1(COC[C@@H]1F)C (1S,2R,3S)-N-[7-chloro-6-[4-((3R,4R)-4-fluoro-3-methyl-tetrahydrofuran-3-yl)piperazin-1-yl]-3-isoquinolyl]-2-ethyl-3-(2-pyridyl)cyclopropanecarboxamide